2-(4-diethylamino-2-hydroxybenzoyl)-benzoic acid n-hexyl ester C(CCCCC)OC(C1=C(C=CC=C1)C(C1=C(C=C(C=C1)N(CC)CC)O)=O)=O